2-Ethylsulfanyl-8-(1-hydroxyethyl)-6-(trifluoromethyl)-chromen-4-one C(C)SC=1OC2=C(C=C(C=C2C(C1)=O)C(F)(F)F)C(C)O